Methyl 2-(4-amino-1-(1-methylpiperidin-4-yl)-1H-pyrazolo[3,4-d]pyrimidin-3-yl)-3-chloro-1H-indole-6-carboxylate NC1=C2C(=NC=N1)N(N=C2C=2NC1=CC(=CC=C1C2Cl)C(=O)OC)C2CCN(CC2)C